FC(C1=CC=C(C=C1)N1C=2N(CC(C1)CNC(C#CC)=O)N=CC2)(F)F N-((4-(4-(trifluoromethyl)phenyl)-4,5,6,7-tetrahydropyrazolo[1,5-a]pyrimidin-6-yl)methyl)but-2-ynamide